C(C)(=O)OC(C1=CC=C(C=C1)C(C)(C)C)C1=CC2=C(C3=CC(=CC=C3N=C2C=C1)C(C1=CC=C(C=C1)C(C)(C)C)OC(C)=O)C1=CC=C(C=C1)C(C)(C)C 2,7-bis(α-acetoxy-4-tert-butylbenzyl)-9-(4-tert-butylphenyl)acridine